N-(4-((4-(4-cyano-6-methylpyrimidin-2-yl)piperazin-1-yl)sulfonyl)phenyl)-2-((methoxymethyl)sulfonamido)benzamide C(#N)C1=NC(=NC(=C1)C)N1CCN(CC1)S(=O)(=O)C1=CC=C(C=C1)NC(C1=C(C=CC=C1)NS(=O)(=O)COC)=O